O=C1N(CC2=CC(=CC=C12)N1CCC(CC1)CC1CCNCC1)C1C(NC(CC1)=O)=O 3-[1-oxo-5-[4-(4-piperidylmethyl)-1-piperidyl]isoindolin-2-yl]piperidine-2,6-dione